1-(2,5-Dimethoxy-4-tert-butylphenyl)-2-propanamine COC1=C(C=C(C(=C1)C(C)(C)C)OC)CC(C)N